3-benzyloxy-4-methoxybenzyl chloride triphenylphosphine salt C1(=CC=CC=C1)P(C1=CC=CC=C1)C1=CC=CC=C1.C(C1=CC=CC=C1)OC=1C=C(CCl)C=CC1OC